FC1=C(C=CC=C1S(=O)(=O)C)NC1=NC=C(C(=N1)C1=CNC2=C(C=CC=C12)NC([C@H](CC)N1CCN(CC1)C)=O)C (S)-N-(3-(2-((2-Fluoro-3-(methylsulfonyl)phenyl)amino)-5-methylpyrimidin-4-yl)-1H-indol-7-yl)-2-(4-methylpiperazin-1-yl)butanamid